N(=C=S)C1=C(C(=C(C(=O)C2=CC(=CC=C2)C)C=C1)N=C=S)C diisothiocyanato-3,3'-dimethylbenzophenone